BrC1=CC=2OCC(NC2N=C1)=O 7-bromo-2H-pyrido[3,2-b][1,4]oxazin-3(4H)-one